N-(4-Amino-2-tetrahydropyran-2-yl-pyrazolo[4,3-c]pyridin-7-yl)-2-oxo-2-[rac-(2R,5S)-5-methyl-2-(1,1,2-trimethyl-3,4-dihydroisoquinolin-6-yl)-1-piperidyl]acetamide NC1=NC=C(C=2C1=CN(N2)C2OCCCC2)NC(C(N2[C@H](CC[C@@H](C2)C)C=2C=C1CCN(C(C1=CC2)(C)C)C)=O)=O |r|